5-(8-(1,3-dimethyl-2-oxo-2,3-dihydro-1H-benzo[d]imidazol-5-yl)isoquinolin-3-yl)-N-(3-(4-(2,6-dioxo-piperidin-3-yl)furo[3,2-c]pyridin-2-yl)prop-2-yn-1-yl)picolinamide CN1C(N(C2=C1C=CC(=C2)C=2C=CC=C1C=C(N=CC21)C=2C=CC(=NC2)C(=O)NCC#CC2=CC=1C(=NC=CC1O2)C2C(NC(CC2)=O)=O)C)=O